FC(C=1C(=C(C=CC1)[C@@H](C)NC(=O)C=1C=C(C=C2C=NNC12)C=1CCS(CC1)(=O)=O)F)F N-[(1R)-1-[3-(difluoromethyl)-2-fluorophenyl]ethyl]-5-(1,1-dioxo-3,6-dihydro-2H-thiopyran-4-yl)-1H-indazole-7-carboxamide